1,3-dimethyl-benzimidazol-2-one CN1C(N(C2=C1C=CC=C2)C)=O